(4-((difluoromethyl)sulfonyl)phenyl)sulfonamide FC(S(=O)(=O)C1=CC=C(C=C1)S(=O)(=O)N)F